FC=1C=C(C=CC1F)NC1=C(C=CC(=C1)F)C#CC1CCOCC1 N-(3,4-difluorophenyl)-5-fluoro-2-(2-tetrahydropyran-4-ylethynyl)aniline